methyl (E)-3-(4'-cyclopropyl-6'-(2-methoxyethoxy)-4-((4-(5-methyl-3-(trifluoromethyl)-1H-pyrazol-1-yl)benzyl)amino)-[2,5'-bipyrimidin]-5-yl)acrylate C1(CC1)C1=NC=NC(=C1C1=NC=C(C(=N1)NCC1=CC=C(C=C1)N1N=C(C=C1C)C(F)(F)F)/C=C/C(=O)OC)OCCOC